N1(C=NC=C1)CCC[C@H](N(C(OCC1C2=CC=CC=C2C=2C=CC=CC12)=O)C)C(N[C@H](C(N[C@H](C(=O)OC(C)(C)C)CCCC)=O)CC=1C=NC=CC1)=O tert-butyl (5S,8S,11S)-5-(3-(1H-imidazol-1-yl)propyl)-11-butyl-1-(9H-fluoren-9-yl)-4-methyl-3,6,9-trioxo-8-(pyridin-3-ylmethyl)-2-oxa-4,7,10-triazadodecan-12-oate